methyl 2-[4-[[4-[[4-(trifluoromethyl)phenyl]methyl]pyrazolo[1,5-a]pyridine-3-carbonyl]amino]phenyl]propanoate FC(C1=CC=C(C=C1)CC=1C=2N(C=CC1)N=CC2C(=O)NC2=CC=C(C=C2)C(C(=O)OC)C)(F)F